CC=CC(=O)OC(C=CC)=O 3-methyl-acrylic acid anhydride